Cl.Cl.CC1(CN(C2=CC(=CC=C12)S(=O)(=O)CC1=CC=CC=C1)C(CN1[C@H](CN[C@@H](C1)C)COC)=O)C 1-(3,3-Dimethyl-6-phenylmethanesulfonyl-2,3-dihydro-indol-1-yl)-2-((2R,5R)-2-methoxymethyl-5-methyl-piperazin-1-yl)-ethanone dihydrochloride salt